(2s,3r)-2-amino-3-hydroxy-3-(4-hydroxyphenyl)propionic acid N[C@H](C(=O)O)[C@@H](C1=CC=C(C=C1)O)O